N-(2-fluorophenyl)-4-(6-methoxy-1,2,3,4-tetrahydroquinoline-1-carbonyl)benzenesulfonamide FC1=C(C=CC=C1)NS(=O)(=O)C1=CC=C(C=C1)C(=O)N1CCCC2=CC(=CC=C12)OC